ClC1=CC=C2C=C(N(C2=C1F)C=1C=NN(C1)CC)C1CC1 6-chloro-2-cyclopropyl-7-fluoro-1-(1-ethyl-1H-pyrazol-4-yl)-1H-indole